bis-(1,5-cyclooctadiene) nickel (0) [Ni].C1=CCCC=CCC1.C1=CCCC=CCC1